(S)-N-(4-(methylthio)benzyl)-4-(2-(p-tolyl)-2H-pyrazolo[3,4-d]pyrimidin-4-yl)piperazine-2-carboxamide CSC1=CC=C(CNC(=O)[C@H]2NCCN(C2)C=2C=3C(N=CN2)=NN(C3)C3=CC=C(C=C3)C)C=C1